2-(4-hydroxypiperidin-1-yl)acetamide OC1CCN(CC1)CC(=O)N